9-[(3-carboxyphenyl)methyl]-1-ethyl-2,3,4,9-tetrahydro-1H-carbazole-8-carboxylic acid C(=O)(O)C=1C=C(C=CC1)CN1C2=C(C=CC=C2C=2CCCC(C12)CC)C(=O)O